4-amino-3,2-dimethyl-azobenzene NC1=C(C(=C(C=C1)N=NC1=CC=CC=C1)C)C